C(C)(C)(C)OC(=O)N1S(OC[C@H]1C(C)C)(=O)=O (R)-4-isopropyl-1,2,3-oxathiazolidine-3-carboxylic acid tert-butyl ester 2,2-dioxide